C(C)(C)[C@H]1CC[C@H](CC1)N1CCC2(CC1)C(N(CC1=CC=CC=C12)CCNC=O)=O N-(2-(1'-(cis-4-isopropyl-cyclohexyl)-3-oxo-1H-spiro[isoquinoline-4,4'-piperidin]-2(3H)-yl)ethyl)formamide